1-(3-(4-((3,4-dichloro-2-fluorophenyl)amino)-7-(2-methoxyethoxy)quinazolin-6-yl)azetidin-1-yl)prop-2-en-1-one ClC=1C(=C(C=CC1Cl)NC1=NC=NC2=CC(=C(C=C12)C1CN(C1)C(C=C)=O)OCCOC)F